(R)-3-(3-chloro-4-fluorophenyl)-1-(2-methoxyethyl)urea ClC=1C=C(C=CC1F)NC(NCCOC)=O